ClC1=CC=C(C=C1)C=1C=C(C(N(N1)C=1C=NN(C1)C)=O)C1=NN=C(N1)C 6-(4-chlorophenyl)-2-(1-methyl-1H-pyrazol-4-yl)-4-(5-methyl-4H-1,2,4-triazol-3-yl)pyridazin-3(2H)-one